(E)-4-{2-[2-chloro-2-(4-chloro-3-nitrophenyl) ethanesulfonyl] vinyl}-2-hydroxyphenyl chloroformate ClC(=O)OC1=C(C=C(C=C1)\C=C\S(=O)(=O)CC(C1=CC(=C(C=C1)Cl)[N+](=O)[O-])Cl)O